C(C)(C)(C)OC(=O)N[C@H]1CSC2=C(NC1=O)C=C(C=C2)C(=O)NNC(=O)C2(CCN(CC2)C(=O)OCC2=CC=CC=C2)C#N benzyl 4-[[[(3R)-3-(tert-butoxycarbonylamino)-4-oxo-3,5-dihydro-2H-1,5-benzothiazepine-7-carbonyl]amino]carbamoyl]-4-cyano-piperidine-1-carboxylate